methyl 2-[[3-chloro-2-(dimethylamino)phenyl]amino]-6-isopropylpyridine-3-carboxylate ClC=1C(=C(C=CC1)NC1=NC(=CC=C1C(=O)OC)C(C)C)N(C)C